γ-trimethoxysilylpropyldimethylthiocarbamoyl tetrasulfide CO[Si](CCCCN(C(=S)SSSSC(N(C)CCCC[Si](OC)(OC)OC)=S)C)(OC)OC